ethyl 3-ethylisothiazole-4-carboxylate C(C)C1=NSC=C1C(=O)OCC